1,2,3-trihydroxyhexane OCC(C(CCC)O)O